(4-((2,2-dimethylmorpholino)methyl)phenyl)ethan-1-ol CC1(OCCN(C1)CC1=CC=C(C=C1)C(C)O)C